BrC1=CN=C(N1)C(C)(C)C 5-bromo-2-(tert-butyl)imidazole